1-methoxymethyloxy-3,5-bis(2,4,6-triisopropylphenyl)-2,6-bis(dicyclohexylphosphino)-benzene COCOC1=C(C(=CC(=C1P(C1CCCCC1)C1CCCCC1)C1=C(C=C(C=C1C(C)C)C(C)C)C(C)C)C1=C(C=C(C=C1C(C)C)C(C)C)C(C)C)P(C1CCCCC1)C1CCCCC1